DL-phenylglycine-2-13C N[C@H](C1=[13CH]C=CC=C1)C(=O)O |r|